[OH-].OCC[N+](CCO)(CCO)CCO Tetra-(2-hydroxyethyl)-ammonium hydroxid